(1S,2S,5S)-8-(benzyloxy)-N-(2,4-difluorobenzyl)-2,5-dimethyl-4,7,9-trioxo-2,3,4,5,7,9-hexahydro-1,6-methanopyrido[1,2-b][1,2,5]triazonine-10-carboxamide C(C1=CC=CC=C1)OC=1C(C(=CN2N3[C@H](CC([C@@H](N(C(C21)=O)C3)C)=O)C)C(=O)NCC3=C(C=C(C=C3)F)F)=O